2-(2,6-dioxopiperidin-3-yl)-5-((3-(trans-3-(4-(6-(piperidin-4-yl)quinoxalin-2-yl)-1H-pyrazol-1-yl)cyclobutyl)propyl)amino)isoindoline-1,3-dione O=C1NC(CCC1N1C(C2=CC=C(C=C2C1=O)NCCC[C@@H]1C[C@H](C1)N1N=CC(=C1)C1=NC2=CC=C(C=C2N=C1)C1CCNCC1)=O)=O